OC=1C(=NC=CC1OC)C(=O)O 3-hydroxy-4-methoxy-pyridine-2-carboxylic acid